ClC1=CC(=NC=C1C(=O)NC=1SC(=NN1)OCC1=NC=C(C=C1)Cl)C 4-chloro-N-(5-((5-chloropyridin-2-yl)methoxy)-1,3,4-thiadiazol-2-yl)-6-methylnicotinamide